(R)-N-(1-(3-(1-(2,2-difluoroethyl)-1H-pyrazol-4-yl)-5-(1-(2-morpholinoethyl)-1H-pyrazol-4-yl)phenyl)ethyl)-5-(2-(dimethylamino)ethoxy)-2-methylbenzamide FC(CN1N=CC(=C1)C=1C=C(C=C(C1)C=1C=NN(C1)CCN1CCOCC1)[C@@H](C)NC(C1=C(C=CC(=C1)OCCN(C)C)C)=O)F